BrC=1C=C2C=C(C(N(C2=CC1)C)=O)C(=O)NC1=NC=C(C=C1)F 6-bromo-N-(5-fluoro-2-pyridyl)-1-methyl-2-oxo-quinoline-3-carboxamide